C1(CC1)C=1N=C2N(N=CC=C2C(=O)NC2CC=3C(=NC=CC3)C2)C1C(=O)N 2-Cyclopropyl-N8-(6,7-dihydro-5H-cyclopenta[b]pyridin-6-yl)imidazo[1,2-b]pyridazine-3,8-dicarboxamide